N(=[N+]=[N-])CCCC(=O)OC1=CC=CC=C1 Phenyl 4-azidobutyrate